[C@H]12COC[C@@H]2C1NC(=O)C1=CC(=NN1C(C)C1=CC(=CC(=C1)F)Cl)C(=O)NC (+/-)-N5-((1R,5S,6r)-3-Oxabicyclo[3.1.0]hexan-6-yl)-1-(1-(3-chloro-5-fluorophenyl)ethyl)-N3-methyl-1H-pyrazole-3,5-dicarboxamide